C(C)(C)(C)OC(=O)N1[C@@H](CCC1O)C(=O)OC(C)(C)C (2S)-5-hydroxypyrrolidine-1,2-dicarboxylic acid di-tert-butyl ester